4-chloro-3-iodoaniline ClC1=C(C=C(N)C=C1)I